FC(C(=O)O)(F)F.N1(CCNCC1)C=1C=CC=C2C=CNC12 7-(piperazin-1-yl)-1H-indole trifluoroacetate